FC1=C(C(=CC=C1)F)C1=C(C=CC=C1)[C@@H]1[C@H](C1)C(=O)N1C[C@H]([C@H](CC1)F)NC(OC(C)(C)C)=O tert-butyl {(3R,4S)-1-[(1S,2S)-2-(2',6'-difluoro[1,1'-biphenyl]-2-yl)cyclopropane-1-carbonyl]-4-fluoropiperidin-3-yl}carbamate